4-(4-propylcyclohexyl)cyclohexanone C(CC)C1CCC(CC1)C1CCC(CC1)=O